(1R,2S,5S)-N-[(2S)-4-hydroxy-3-oxo-1-[(3S)-2-oxopyrrolidin-3-yl]butan-2-yl]-6,6-dimethyl-3-azabicyclo[3.1.0]hexane-2-carboxamide OCC([C@H](C[C@H]1C(NCC1)=O)NC(=O)[C@@H]1[C@H]2C([C@H]2CN1)(C)C)=O